CC(C(=O)O)(C)SC 2-methyl-2-(methylthio)propionic acid